(2R,6R)-1-isobutyryl-4-((S)-(1-(methoxymethyl)cyclobutyl)(phenyl)methyl)-6-methyl-N-(4-(pyrimidin-2-yl)benzyl)piperazine-2-carboxamide C(C(C)C)(=O)N1[C@H](CN(C[C@H]1C)[C@@H](C1=CC=CC=C1)C1(CCC1)COC)C(=O)NCC1=CC=C(C=C1)C1=NC=CC=N1